C(CC(O)(C(=O)O)CC(=O)O)(=O)O.C(C=C)(=O)N1[C@@H]2CC[C@H]([C@H]1C1=NC(=C3N1C=CN=C3N)C3=CC=C(C(=O)NC1=NC=CC=C1)C=C3)C2 4-(3-((1r,3s,4s)-2-propenoyl-2-azabicyclo[2.2.1]heptan-3-yl)-8-aminoimidazo[1,5-a]pyrazin-1-yl)-N-(pyridin-2-yl)benzamide citrate salt